[C@H]12CN(C[C@H](CC1)N2)C2=NC(=NC1=C(C(=CC=C21)C2=CC(=CC1=CC=CC=C21)O)F)OC[C@@H]2C[C@H](CN2C)O (3R,5S)-5-(((4-((1R,5S)-3,8-diazabicyclo[3.2.1]octan-3-yl)-8-fluoro-7-(3-hydroxynaphthalen-1-yl)quinazolin-2-yl)oxy)methyl)-1-methylpyrrolidin-3-ol